C(C)(C)(C)OC(=O)NC(C(=O)O)C1=CC(=CC(=C1)C)C 2-((tert-butoxycarbonyl)amino)-2-(3,5-dimethylphenyl)acetic acid